CN(C(=O)C=1C=CC2=C(NC=N2)C1)C1=CC=CC=C1 N-methyl-N-phenyl-1H-benzo[d]imidazole-6-carboxamide